ClC=1C=CC=C2C=C(C=C(C12)C1=C(C=2N=C(N=C(C2C=N1)N1C[C@H]2CC[C@@H](C1)N2C(=O)OC(C)(C)C)OCC21CCCN1CCC2)F)O (1R,5S)-tert-butyl 3-(7-(8-chloro-3-hydroxynaphthalen-1-yl)-8-fluoro-2-((hexahydro-1H-pyrrolizin-7a-yl)methoxy)pyrido[4,3-d]pyrimidin-4-yl)-3,8-diazabicyclo[3.2.1]octane-8-carboxylate